1'-(2-chlorobenzoyl)-2-oxospiro[indoline-3,4'-piperidine]-5-carboxylic acid Methyl-1'-(2-chlorobenzoyl)-2-oxospiro[indoline-3,4'-piperidine]-5-carboxylate COC(=O)C=1C=C2C(=CC1)NC(C21CCN(CC1)C(C1=C(C=CC=C1)Cl)=O)=O.ClC1=C(C(=O)N2CCC3(CC2)C(NC2=CC=C(C=C23)C(=O)O)=O)C=CC=C1